OC1=CC=C(C=C1)N[C@H](C(=O)NC1=CC=CC=C1)[C@@H](C)C1=CC=CC=C1 (2S,3S)-2-((4-Hydroxyphenyl)amino)-N,3-diphenylbutanamide